C(C1=CC=CC=C1)N1CC(C(C1)(F)F)O 1-benzyl-4,4-difluoro-pyrrolidin-3-ol